4-(3-Nitrophenyl)-3-oxopiperazine-1-carboxylic acid tert-butyl ester C(C)(C)(C)OC(=O)N1CC(N(CC1)C1=CC(=CC=C1)[N+](=O)[O-])=O